CC1(OC=2C=C(C=C(C2[C@H]2C1CCC(=C2)C)O)CCC)C (10Ar)-6,6,9-trimethyl-3-propyl-6a,7,8,10a-tetrahydrobenzo[c]chromen-1-ol